methyl 1-(4-methoxybenzyl)-4-(1-(4-methoxybenzyl)-1H-pyrrol-2-yl)-1H-pyrrolo[3,2-c]pyridine-6-carboxylate COC1=CC=C(CN2C=CC=3C(=NC(=CC32)C(=O)OC)C=3N(C=CC3)CC3=CC=C(C=C3)OC)C=C1